1-methyl-4-(vinylsulfonyl)benzeneid C[C-]1CC=C(C=C1)S(=O)(=O)C=C